tert-butyl 2-[(2-tert-butoxy-2-oxo-ethyl)-(2-pyrrolidin-1-ylacetyl)amino]acetate C(C)(C)(C)OC(CN(CC(=O)OC(C)(C)C)C(CN1CCCC1)=O)=O